COC(=O)C1CCN(CC1)C1=C(C=C(C=C1)C=1C=NN(C1)C1OCCCC1)F 1-(2-fluoro-4-(1-(tetrahydro-2H-pyran-2-yl)-1H-pyrazol-4-yl)phenyl)piperidine-4-carboxylic acid methyl ester